(E)-7-aminochroman-4-one NC1=CC=C2C(CCOC2=C1)=O